Zirconium dichloro diacetate C(C)(=O)OCl.C(C)(=O)OCl.[Zr]